Methyl 4-(6,7-dimethoxy-3-oxo-1,3-dihydro-2H-benzo[4,5]thieno[2,3-c]pyrrol-2-yl)butanoate COC1=CC2=C(C3=C(C(N(C3)CCCC(=O)OC)=O)S2)C=C1OC